O=S1(CCN(CC1)C1=CC(=C(C(=N1)SCC)C(=O)NCC1=CC(=CC=C1)F)C)=O 6-(1,1-Dioxo-[1,4]thiazinan-4-yl)-2-ethylsulfanyl-N-[(3-fluorophenyl)-methyl]-4-methyl-pyridine-3-carboxylic acid amide